ClC1=C(C(=O)N2COC3=C(C2)C=CC=C3C3=CC(=C(C(=O)O)C=C3F)N3C2COCC3CC2)C(=CC(=C1)N1[C@H](CN(CC1)C)C)Cl 4-[3-[2,6-Dichloro-4-[(2S)-2,4-dimethylpiperazin-1-yl]benzoyl]-2,4-dihydro-1,3-benzoxazin-8-yl]-5-fluoro-2-(3-oxa-8-azabicyclo[3.2.1]oct-8-yl)benzoic acid